C(C)OC1=CC(=NC=C1C#N)[C@H](C)N1C(C2=CC(=CC(=C2CC1)[C@@H]1N(CCC1)C)CN1C(=NC=C1)C)=O 4-ethoxy-6-((S)-1-(7-((2-methyl-1H-imidazol-1-yl)methyl)-5-((R)-1-methylpyrrolidin-2-yl)-1-oxo-3,4-dihydroisoquinolin-2(1H)-yl)ethyl)nicotinonitrile